ClC=1N=CC2=C(N1)C(=NN2C(=O)OC(C)(C)C)C=2C=NC(=CC2)N2CCN(CC2)C tert-Butyl 5-chloro-3-(6-(4-methylpiperazin-1-yl)pyridin-3-yl)-1H-pyrazolo[4,3-d]pyrimidine-1-carboxylate